N(=[N+]=[N-])C=1C=C(C(=O)OC(C)(C)C)C=C(C1)N=[N+]=[N-] Tert-butyl 3,5-diazidobenzoate